5-chloro-3-[(4-methoxyphenyl)methylsulfanyl]pyridine-2-carbaldehyde ClC=1C=C(C(=NC1)C=O)SCC1=CC=C(C=C1)OC